sodium D-glucuronate salt O=C[C@H](O)[C@@H](O)[C@H](O)[C@H](O)C(=O)[O-].[Na+]